(S)-1-(5-((4-isobutyl-2-methylpiperazin-1-yl)methyl)benzo[d]isoxazol-3-yl)dihydropyrimidine-2,4(1H,3H)-dione C(C(C)C)N1C[C@@H](N(CC1)CC=1C=CC2=C(C(=NO2)N2C(NC(CC2)=O)=O)C1)C